N-(4,5-Dimethoxy-2-((4-(2-(((1-methyl-1H-indazol-5-yl)methyl)(pyridin-3-ylmethyl)amino)ethyl)phenyl)carbamoyl)phenyl)-6-methyl-4-oxo-4H-chromene-2-carboxamide COC1=CC(=C(C=C1OC)NC(=O)C=1OC2=CC=C(C=C2C(C1)=O)C)C(NC1=CC=C(C=C1)CCN(CC=1C=NC=CC1)CC=1C=C2C=NN(C2=CC1)C)=O